4,4'-di-azidochalcone N(=[N+]=[N-])C1=CC=C(C=C1)\C=C\C(=O)C1=CC=C(C=C1)N=[N+]=[N-]